2-(azetidin-3-yl)-5-bromopyridine N1CC(C1)C1=NC=C(C=C1)Br